COC=1C=C(C=CC(=O)N2CCNCC2)C=CC1 3-methoxycinnamoyl-piperazine